(3-(4,4-bis(methoxymethyl)-cyclohexyl)-2-((methyl(2-(methylamino)ethyl)amino)-methyl)-6,7-dihydropyrazolo-[1,5-a]pyrazin-5(4H)-yl)(3,3-dimethylcyclobutyl)-methanone COCC1(CCC(CC1)C=1C(=NN2C1CN(CC2)C(=O)C2CC(C2)(C)C)CN(CCNC)C)COC